1-(4-chlorophenyl)-N-(1-ethyl-2-oxo-1,2-dihydrobenzo[cd]indol-6-yl)methanesulfonamide ClC1=CC=C(C=C1)CS(=O)(=O)NC=1C=2C3=C(C(N(C3=CC1)CC)=O)C=CC2